C[C@H]1O[C@H](CN(C1)C1=CC(=C(C=C1)NC=1C=C2CNC(NC2=CC1)=O)C)C 6-((4-((2R,6S)-2,6-dimethylmorpholino)-2-methylphenyl)amino)-3,4-dihydroquinazolin-2(1H)-one